[Si].[W].[Ta] tantalum-tungsten-silicon